N-((3R,4S)-3-fluoro-1-methylpiperidin-4-yl)-5-(imidazo[1,2-a]pyridin-6-yl)-4-methoxypyrrolo[2,1-f][1,2,4]triazin-2-amine F[C@@H]1CN(CC[C@@H]1NC1=NN2C(C(=N1)OC)=C(C=C2)C=2C=CC=1N(C2)C=CN1)C